[N+](=O)([O-])C1=CC=C(C=C1)N1CCC(CC1)=O 1-(4-nitrophenyl)-4-piperidone